N-(7-chloro-6-(1-cyanopropan-2-yl)isoquinolin-3-yl)-2-ethyl-3-(1-methyl-1H-pyrazol-4-yl)cyclopropane-1-carboxamide ClC1=C(C=C2C=C(N=CC2=C1)NC(=O)C1C(C1C=1C=NN(C1)C)CC)C(CC#N)C